4-methyl-2-(tributylstannyl)thiazole CC=1N=C(SC1)[Sn](CCCC)(CCCC)CCCC